ClC1=C(C=C(C=C1)C1=C(N=C(O1)C1=CC(=NC=C1)C)N1C(N=C2C(=C1)C=CN2C2CC2)=O)F 3-[5-(4-chloro-3-fluorophenyl)-2-(2-methylpyridin-4-yl)-1,3-oxazol-4-yl]-7-cyclopropyl-2H,3H,7H-pyrrolo[2,3-d]pyrimidin-2-one